2-phenyl-4-(thiophene-2-carbonyl)-2,4-dihydro-3H-1,2,4-triazole C1(=CC=CC=C1)N1N=CN(C1)C(=O)C=1SC=CC1